(1R,2R,3R)-N-[8-amino-7-fluoro-6-(4-methylpyridin-3-yl)isoquinolin-3-yl]-2-(1H-imidazol-5-yl)-3-methylcyclopropane-1-carboxamide NC=1C(=C(C=C2C=C(N=CC12)NC(=O)[C@H]1[C@@H]([C@H]1C)C1=CN=CN1)C=1C=NC=CC1C)F